C(C)OC(C[C@@H](C=1C(=C(C=C(C1F)C(F)(F)F)C1=C(C=C(C=C1C)C(F)(F)F)C)F)N[S@](=O)C(C)(C)C)=O.OC1=CC=CC2=CC(=CC=C12)O 1,6-dihydroxyNaphthalene Ethyl-(S)-3-(((R)-tert-butylsulfinyl)amino)-3-(2,4-difluoro-2',6'-dimethyl-4',5-bis(trifluoromethyl)-[1,1'-biphenyl]-3-yl)propanoate